(diisopropyl-guanidino)zinc C(C)(C)N(C(N[Zn])=N)C(C)C